C(#N)C1=CC(=C(COC2=CC=CC(=N2)C2=CC(N(C=C2)CC2=NC3=C(N2C[C@H]2OCC2)C(=C(C=C3)C(=O)OCC)F)=O)C=C1)F ethyl (S)-2-((6-((4-cyano-2-fluorobenzyl) oxy)-2'-oxo-[2,4'-bipyridin]-1'(2'H)-yl) methyl)-7-fluoro-1-(oxetan-2-ylmethyl)-1H-benzo[d]imidazole-6-carboxylate